OC1=C(C=C(C=C1C(C)(C)C)C(C)(C)C)N1N=C2C(=N1)C=CC(=C2)Cl 2-(2-hydroxy-3,5-di-tert-butylphenyl)-5-chloro-benzotriazole